isopropoxyphenyl-2,4,6-trimethylbenzoyl-phosphine oxide C(C)(C)OP(C(C1=C(C=C(C=C1C)C)C)=O)(C1=CC=CC=C1)=O